[Fe].[Au].[Cu].[Zn].FC(C1=C(C=CC(=C1)C(F)(F)F)C(C)N1N=CC(=C1)NC(=O)C1=CN=C(O1)C1=NC=CC=C1)(F)F N-(1-(1-(2,4-bis(trifluoromethyl)phenyl)ethyl)-1H-pyrazol-4-yl)-2-(pyridin-2-yl)oxazole-5-carboxamide zinc-copper-gold-iron